C(C)OC=1C(=CC=2C(N1)=NN(C2)C)NC(=O)N2CCC=1C2=NC=CC1N1C[C@@H](N([C@@H](C1)C)C(=O)OC(C)(C)C)C tert-butyl (2S,6R)-4-(1-((6-ethoxy-2-methyl-2H-pyrazolo[3,4-b]pyridin-5-yl)carbamoyl)-2,3-dihydro-1H-pyrrolo[2,3-b]pyridin-4-yl)-2,6-dimethylpiperazine-1-carboxylate